N-(1-cyclopropyl-2,2,2-trifluoroethyl)-5-(3-fluorophenyl)-7-methylpyrazolo[1,5-a]Pyrimidine-3-carboxylic acid C1(CC1)C(C(F)(F)F)N1CC(=C2N1C(=CC(=N2)C2=CC(=CC=C2)F)C)C(=O)O